2-chloro-5-{[(cyclopentylcarbonyl)amino]methyl}-N-[1-(5-methylpyridin-3-yl)-1H-indazol-4-yl]benzamide ClC1=C(C(=O)NC2=C3C=NN(C3=CC=C2)C=2C=NC=C(C2)C)C=C(C=C1)CNC(=O)C1CCCC1